1-(3-(difluoromethoxy)phenyl)-3,3-dimethyl-N-(4-methyl-1,1-dioxidotetrahydro-2H-thiopyran-4-yl)-2-oxo-2,3-dihydro-1H-pyrrolo[2,3-c]pyridine-5-carboxamide FC(OC=1C=C(C=CC1)N1C(C(C=2C1=CN=C(C2)C(=O)NC2(CCS(CC2)(=O)=O)C)(C)C)=O)F